4-amino-N-ethyl-7-fluoro-1-methyl-N-((5-(trifluoromethyl)-2-pyridinyl)methyl)-1H-pyrazolo[4,3-c]quinoline-8-carboxamide NC1=NC=2C=C(C(=CC2C2=C1C=NN2C)C(=O)N(CC2=NC=C(C=C2)C(F)(F)F)CC)F